OCC[C@@H](C)NC(=O)C=1C=NC2=CC=C(C=C2C1NC(C)C)C=1C=NNC1 (R)-N-(4-hydroxybut-2-yl)-4-(isopropylamino)-6-(1H-pyrazol-4-yl)quinoline-3-carboxamide